2-(morpholino)acetic acid O1CCN(CC1)CC(=O)O